FC1(OC=2C(=CC3=C(N=C(S3)NC([C@H](C)N3C[C@H](C(CC3)(F)F)C3=CNC(C(=C3)[C@@H](CO)O)=O)=O)C2)O1)F (S)-N-(2,2-difluoro-[1,3]dioxolo[4',5':4,5]benzo[1,2-d]thiazol-6-yl)-2-((R)-3-(5-((S)-1,2-dihydroxyethyl)-6-oxo-1,6-dihydropyridin-3-yl)-4,4-difluoropiperidin-1-yl)propanamide